9-(9H-carbazol-2-yl)-9H-pyrido[2,3-b]indole C1=C(C=CC=2C3=CC=CC=C3NC12)N1C2=C(C3=CC=CC=C13)C=CC=N2